thiobutyrolacton C1(CCCO1)=S